CN(C)CC1CCNCC1 N,N-dimethyl-1-(piperidin-4-yl)methylamine